2-(2,2-dioxido-3,4-dihydrobenzo[e][1,2,3]oxathiazin-4-yl)-1-(p-tolyl)ethan-1-one O=S1(OC2=C(C(N1)CC(=O)C1=CC=C(C=C1)C)C=CC=C2)=O